CC([C@@H](C(=O)N1[C@@H](C[C@H](C1)O)C(=O)N[C@@H](C)C1=CC=C(C=C1)C1=C(N=CS1)C)NC(CN(CC1CCNCC1)C)=O)(C)C (2S,4R)-1-[(2S)-3,3-dimethyl-2-[[2-[methyl(4-piperidylmethyl)amino]acetyl]amino]butanoyl]-4-hydroxy-N-[(1S)-1-[4-(4-methylthiazol-5-yl)phenyl]ethyl]pyrrolidine-2-carboxamide